C1(CCCCC1)NCCCN 3-(Cyclohexylamino)propyl-amin